CN1C=NC2=CC=C(C(=C2C1=O)C)NC1=C(C(=NC=C1F)N(S(=O)(=O)CCCF)COCC[Si](C)(C)C)F N-(4-((3,5-dimethyl-4-oxo-3,4-dihydroquinazolin-6-yl)amino)-3,5-difluoropyridin-2-yl)-3-fluoro-N-((2-(trimethylsilyl)ethoxy)methyl)propane-1-sulfonamide